[(3S*,4R*)-4-(2,6-difluoro-4-meth-oxyphenyl)-2-oxo-1-propylpyrrolidin-3-yl]carbamic acid benzyl ester C(C1=CC=CC=C1)OC(N[C@@H]1C(N(C[C@H]1C1=C(C=C(C=C1F)OC)F)CCC)=O)=O |o1:10,14|